C12(CC3CC(CC(C1)C3)C2)CC(=O)N2CCN(CC2)C2=CC(=C(C=C2)NC=2N=CC3=C(N2)N(C(C=C3C)=O)C3=CC(=NC=C3)NC(=O)C3CC3)OC N-(4-(2-((4-(4-(2-((3R,5R,7R)-adamantan-1-yl)acetyl)piperazin-1-yl)-2-Methoxyphenyl)amino)-5-methyl-7-oxopyrido[2,3-d]pyrimidin-8(7H)-yl)pyridin-2-yl)cyclopropanecarboxamide